OC(C(=O)O)(CCCCCCCCCCCCCCCC)O.C=CCC butene bishydroxystearate